5-(3-(4-cyanobut-1-ynyl)phenoxy)-1H-1,2,3-triazole-4-carboxylic acid C(#N)CCC#CC=1C=C(OC2=C(N=NN2)C(=O)O)C=CC1